N\C(\C1=CC=CC=C1)=N/C1=C(C=CC=C1)\C(=C(/C(=C(/C1=CC=C(C=C1)OC)\[Pd]Cl)/C1=CC=C(C=C1)OC)\C1=CC=C(C=C1)OC)\C1=CC=C(C=C1)OC ((1Z,3Z)-4-(2-(((Z)-amino(phenyl)methylene)amino)phenyl)-1,2,3,4-tetrakis(4-methoxyphenyl)buta-1,3-dien-1-yl)palladium(II) chloride